ClC1=NC=CC(=C1Cl)C1CCN(CC1)CC=1C=C2CN(C(C2=CC1)=O)C1C(NC(CC1)=O)=O 3-(5-((4-(2,3-dichloropyridin-4-yl)piperidin-1-yl)methyl)-1-oxoisoindolin-2-yl)piperidine-2,6-dione